C(C)C1(S(=O)(=O)CCC1)CCOC ethylmethoxyethyl-sulfolane